3-[(ethylamino)methyl]-4-methylbenzoic acid methyl ester COC(C1=CC(=C(C=C1)C)CNCC)=O